COC1=CC2=C([C@@H](C[C@@H](O2)C2=CC=C(C(=O)O)C=C2)NC(=O)C2(CC2)C2=CC=C(C=C2)C(F)(F)F)C=C1 4-[(2r,4r)-7-methoxy-4-({1-[4-(trifluoromethyl)phenyl]cyclopropane-1-carbonyl}amino)-3,4-dihydro-2H-1-benzopyran-2-yl]benzoic acid